NC1=CC=C(CCN2C(OC(=C2)C)C=2C(=NN(C2)C2=CC=C(C=C2)Br)C2=COC=C2)C=C1 3-(4-Aminophenethyl)-2-(1-(4-bromophenyl)-3-(furan-3-yl)-1H-pyrazol-4-yl)-5-methyloxazole